BrC1=C(C=C(C=C1)S(=O)(=O)NC(=O)C1=NOC(C1)(C1=CC=CC=C1)C1=CC=CC=C1)F N-((4-bromo-3-fluorophenyl)sulfonyl)-5,5-diphenyl-4,5-dihydro-isoxazole-3-carboxamide